COC(=O)C1(CCC2(C(=CC3=CC=4OCOC4C=C23)C[C@H](COCC2=CC=C(C=C2)OC)C)CC1)NC1=C(C(=CC=C1)Cl)F (1R,4R)-4-(3-chloro-2-fluoroanilino)-6'-{(2R)-3-[(4-methoxyphenyl)methoxy]-2-methylpropyl}-2'H-spiro[cyclohexane-1,5'-indeno[5,6-d][1,3]dioxole]-4-carboxylic acid methyl ester